{[5-(3-phenoxyphenyl)-3-hydroxypyridine-2-carbonyl]amino}acetic acid methyl ester COC(CNC(=O)C1=NC=C(C=C1O)C1=CC(=CC=C1)OC1=CC=CC=C1)=O